hydroxypregnane-3,20-dione OCC([C@H]1CC[C@H]2[C@@H]3CCC4CC(CC[C@]4(C)[C@H]3CC[C@]12C)=O)=O